COCCOC1=C(N)C=CC(=C1)[N+](=O)[O-] 2-(2-methoxyethoxy)-4-nitroaniline